CN(C)C(C1=CC=CC=C1)N([Li])C1=C(C=CC=C1)C (N,N-dimethylamino)tolylphenylmethylaminolithium